COC1=CC=C(OCCCN(CCC2=CC=C(OC(C(=O)OCC)(C)C)C=C2)C2=CC=CC=C2)C=C1 Ethyl 2-[4-[2-[(3-(4-methoxyphenoxy) propyl) (phenyl) amino] ethyl] phenoxy]-2-methylpropionate